(4aR,8aR)-5,5,8a-trimethyl-2-methylenedecahydronaphthalene-1-carboxylic acid CC1([C@H]2CCC(C([C@@]2(CCC1)C)C(=O)O)=C)C